BrC1=C(C(=O)OC)C=CC(=C1)OC1=NC=CC=C1 methyl 2-bromo-4-(pyridin-2-yloxy)benzoate